CN1C(CCC2=CC(=CC=C12)B1OC(C)(C)C(C)(C)O1)=O (1-methyl-2-oxo-1,2,3,4-tetrahydroquinoline-6-yl)boronic acid pinacol ester